(R)-2-Cyclopropyl-6-[1-(2-fluoro-6-methyl-phenyl)-piperidin-4-yl]-7-methyl-4-(2-trifluoromethyl-benzyl)-2,4,6,7-tetrahydro-pyrazolo[4,3-d]pyrimidin-5-on C1(CC1)N1N=C2C(N(C(N([C@@H]2C)C2CCN(CC2)C2=C(C=CC=C2C)F)=O)CC2=C(C=CC=C2)C(F)(F)F)=C1